8-Cyclopentyl-6-ethoxymethyl-2-(5-morpholin-4-yl-pyridin-2-ylamino)-8H-pyrido[2,3-d]pyrimidin-7-one C1(CCCC1)N1C(C(=CC2=C1N=C(N=C2)NC2=NC=C(C=C2)N2CCOCC2)COCC)=O